5,7-dichloro-6-methyl-pyrazolo[1,5-a]pyrimidine ClC1=NC=2N(C(=C1C)Cl)N=CC2